indoloisoxazole O1NC=C2C1=C1C=CC=CC1=N2